N-(3-(1,3-dithian-2-yl)-5-fluoro-4-(4-methoxybenzyloxy)phenyl)-2-(piperidin-1-yl)thiazole-4-carboxamide S1C(SCCC1)C=1C=C(C=C(C1OCC1=CC=C(C=C1)OC)F)NC(=O)C=1N=C(SC1)N1CCCCC1